(3R)-3-{[2-(3-methoxyphenyl)-10-methyl[1,2,4]triazolo[1,5-c]quinazolin-5-yl]amino}azepan COC=1C=C(C=CC1)C1=NN2C(=NC=3C=CC=C(C3C2=N1)C)N[C@H]1CNCCCC1